8-(4-bromobenzenesulfonyl)-1,4-dioxaspiro[4.5]decane BrC1=CC=C(C=C1)S(=O)(=O)C1CCC2(OCCO2)CC1